2-(4-fluoro-2-methyl-phenoxy)-4-methyl-N-(3-methylsulfonylphenyl)-5-(trifluoromethyl)pyridine-3-carboxamide FC1=CC(=C(OC2=NC=C(C(=C2C(=O)NC2=CC(=CC=C2)S(=O)(=O)C)C)C(F)(F)F)C=C1)C